OCC1CCC(CC1)CN1CCN(CC1)C(=O)OCC1=CC=CC=C1 benzyl 4-[[4-(hydroxymethyl)cyclohexyl]methyl]piperazine-1-carboxylate